[O-2].[Zn+2].[Sn+4].[O-2].[O-2] tin zinc Oxide